COC=1C(=CC(=C2C[C@H](OC(C12)=O)C)C)C1=CC=C(C=C1)C(F)(F)F (R)-8-methoxy-3,5-dimethyl-7-(4-(trifluoromethyl)phenyl)isochroman-1-one